4-[(4R,10bS)-8-[(6R)-6-amino-1,4-oxazepan-4-yl]-4-methyl-3,4,6,10b-tetrahydro-1H-pyrazino[2,1-a]isoindol-2-yl]-1-methyl-1,8-naphthyridin-2-one N[C@@H]1CN(CCOC1)C=1C=C2CN3[C@@H](C2=CC1)CN(C[C@H]3C)C3=CC(N(C1=NC=CC=C31)C)=O